CC1=CC(=C2C(=N1)CN(C2)C(=O)O)C 2,4-dimethyl-5,7-dihydro-6H-pyrrolo[3,4-b]Pyridine-6-carboxylic acid